α-ethyl cyanoacrylate C(#N)C(C(=O)OCC)=C